C(CCCCCCCCCCCCCCCCC)(=O)O.OCC(O)CO.OCC(O)CO.OCC(O)CO tri-glycerol stearate